C(C)(C)(C)OC(=O)N1C[C@H](CC1)F (S)-3-fluoropyrrolidine-1-carboxylic acid tert-butyl ester